C(C)OC(C(=C)O)=O Ethyl(α-hydroxy)acrylate